C(C1=CC=CC=C1)OC1(C2=NN=C(C=3C(=CC(=C(OC4=CC=CC(C(CC1)=C)=C4)N3)C(F)(F)F)[N+](=O)[O-])O2)C(F)(F)F 6-(benzyloxy)-9-methylidene-19-nitro-6,17-bis(trifluoromethyl)-15,22-dioxa-3,4,20-triazatetracyclo[14.3.1.12,5.110,14]docosa-1(20),2,4,10(21),11,13,16,18-octaene